CC1(C2(C(C(CC1)C2)(C)C)C(C(C)C2=CC=C(C=C2)SC)=O)C 2-methyl-[4-(methylthio)phenyl]pinyl-1-propanone